3,4-diethoxyphenyl-carbamic acid isopropyl ester C(C)(C)OC(NC1=CC(=C(C=C1)OCC)OCC)=O